FC1(C(C=2C=CC3=CC=CC=C3C2C(C1)CCCCCC)=O)F 2,2-difluoro-4-hexyl-3,4-dihydrophenanthrene-1(2H)-one